1-(5-((4-guanidinophenoxy)carbonyl)thiazol-2-yl)piperidine-4-carboxylic acid N(C(=N)N)C1=CC=C(OC(=O)C2=CN=C(S2)N2CCC(CC2)C(=O)O)C=C1